FC1=CC=C(C=2C3=C(NC12)CCN(C3)C(=O)C3=NNC(=C3)C(F)(F)F)F (6,9-difluoro-1,3,4,5-tetrahydropyrido[4,3-b]indol-2-yl)-[5-(trifluoromethyl)-1H-pyrazol-3-yl]methanone